Phenylalanylphenylalanine N[C@@H](CC1=CC=CC=C1)C(=O)N[C@@H](CC1=CC=CC=C1)C(=O)O